CC1=C(C=C(N)C=C1)OC1=NC=CC=N1 4-methyl-3-(pyrimidin-2-yloxy)aniline